1-[6-[5-fluoro-6-(2,3,4-trifluoroanilino)benzimidazol-1-yl]-3-(1-hydroxyethyl)-2-pyridinyl]-5-methyl-pyrazole-3-carbonitrile FC1=CC2=C(N(C=N2)C2=CC=C(C(=N2)N2N=C(C=C2C)C#N)C(C)O)C=C1NC1=C(C(=C(C=C1)F)F)F